ClC=1C=NC(=C(C1N1C(C=2C(C1=O)=CC=CC2)=O)Cl)N2C=CC=1C2=NC=CC1Cl 3,5-dichloro-4-phthalimido-6-(4-chloro-1H-pyrrolo[2,3-b]pyridin-1-yl)pyridine